2-(((3''-(3-((2-methoxyethyl)amino)-[1,2,4]triazolo[4,3-a]pyridin-7-yl)-2',2''-dimethyl-[1,1':3',1''-terphenyl]-4-yl)methyl)amino)ethan-1-ol COCCNC1=NN=C2N1C=CC(=C2)C=2C(=C(C=CC2)C=2C(=C(C=CC2)C2=CC=C(C=C2)CNCCO)C)C